tert-butyl (R)-3-((S)-3-(5-bromo-2,4-difluorophenyl)-1-(tert-butoxy)-1-oxopropan-2-yl)pyrrolidine-1-carboxylate BrC=1C(=CC(=C(C1)C[C@H](C(=O)OC(C)(C)C)[C@@H]1CN(CC1)C(=O)OC(C)(C)C)F)F